2-amino-7-cyano-1-(3-fluoro-5-methoxy-2,6-dimethylphenyl)-5-methyl-1H-pyrrolo[2,3-c]pyridine-3-carboxylic acid NC1=C(C=2C(=C(N=C(C2)C)C#N)N1C1=C(C(=CC(=C1C)OC)F)C)C(=O)O